CC(C)(C)C1=C(C(=CC(=C1)C(C)(C)C)C)O 2,4-bis(1,1-dimethylethyl)-6-methylphenol